ClC=1C=NC(=C(C(=O)NC2CCC(CC2)CN2C(C(C3=CC=CC=C23)(O)C2=C(C=CC=C2OC)F)=O)C1)C(F)F 5-chloro-2-(difluoromethyl)-N-((1r,4r)-4-((3-(2-fluoro-6-methoxyphenyl)-3-hydroxy-2-oxoindolin-1-yl)methyl)cyclohexyl)nicotinamide